N=1C=NN2C1C=C(C=C2)OC2=CC(=C(C=C2C)C2(NC=NC1=CC=C(C(=C21)Cl)N)N)OC 4-(4-([1,2,4]triazolo[1,5-a]pyridin-7-yloxy)-2-methoxy-5-methylphenyl)-5-chloroquinazoline-4,6-diamine